Hexan-1,6-diol C(CCCCCO)O